C(C1=CC=CC=C1)OC([C@H](C)O)=O.C(C)OC1(COC1)C1=CC=C(C=C1)C(=O)N1CCC(CC1)C1=CC(=C(C=C1)C(F)(F)F)F (4-(3-ethoxyoxetan-3-yl)phenyl)(4-(3-fluoro-4-(trifluoromethyl)phenyl)piperidin-1-yl)methanone (S)-benzyl-2-hydroxypropionate